FCC1(CCC1)C1=C(C=C(C(=C1)[Si](C)(C)C)O)NC(=O)C1=CNC2=CC=CC=C2C1=O N-(2-(1-(Fluoromethyl)cyclobutyl)-5-hydroxy-4-(trimethylsilyl)phenyl)-4-oxo-1,4-dihydroquinoline-3-carboxamide